4-[[rac-(7R)-7-ethyl-7-hydroxy-5,6-dihydrocyclopenta[b]pyridin-2-yl]amino]-2-[(1,1,2-trimethyl-3,4-dihydroisoquinolin-6-yl)amino]pyrimidine-5-carbonitrile C(C)[C@]1(CCC=2C1=NC(=CC2)NC2=NC(=NC=C2C#N)NC=2C=C1CCN(C(C1=CC2)(C)C)C)O |r|